NC1=CC=C(C=C1)S 4-aminophenyl mercaptan